CNC1=NN(C=N1)CC1=CC=C(C=C1)C=C 3-methylamino-1-(4-vinylbenzyl)-1H-1,2,4-triazole